bis(trihexoxysilylpropyl) disulfide C(CCCCC)O[Si](OCCCCCC)(OCCCCCC)CCCSSCCC[Si](OCCCCCC)(OCCCCCC)OCCCCCC